5-phenyl-N-[4-(4-ethylpiperazin-1-yl)phenyl]thieno[2,3-b]pyridine-2-carboxamide C1(=CC=CC=C1)C=1C=C2C(=NC1)SC(=C2)C(=O)NC2=CC=C(C=C2)N2CCN(CC2)CC